C1(CC1)S(=O)(=N)C=1C=CC(=C(C1)C=1N(C2=CC=CC=C2C1)C(=O)OC(C)(C)C)F tert-butyl 2-(5-(cyclopropanesulfonimidoyl)-2-fluorophenyl)-1H-indole-1-carboxylate